C1(CCCCC1)N1CCN(CC1)C(=O)OC[C@@H]1C[C@H]2N(CCC3=CC(=C(C=C23)OC)OC)C[C@H]1CC(C)C [(2R,3S,11bR)-9,10-dimethoxy-3-(2-methylpropyl)-1H,2H,3H,4H,6H,7H,11bH-pyrido[2,1-a]isoquinolin-2-yl]methyl 4-cyclohexylpiperazine-1-carboxylate